N-(2-(4-((3-((1H-pyrazol-4-yl)amino)-5-(trifluoromethoxy)benzyl)amino)butoxy)ethyl)-6-(pyridazin-4-yl)-1H-indazol-4-amine N1N=CC(=C1)NC=1C=C(CNCCCCOCCNC=2C=3C=NNC3C=C(C2)C2=CN=NC=C2)C=C(C1)OC(F)(F)F